COC1=CC=C(C=C1)C1(CCOCC1)CNC(=O)C1=C(C=CC=C1)C=1C=C(OC1)C(=O)N 4-((((4-(4-methoxyphenyl)tetrahydro-2H-pyran-4-yl)methyl)carbamoyl)phenyl)furan-2-carboxamide